4-amino-1,3,5-triazin-2(1H)-one NC1=NC(NC=N1)=O